3-chloro-N,N-dimethyl-5,6,7,8-tetrahydro-4H-pyrazolo[1,5-a][1,4]diazepine-2-carboxamide ClC=1C(=NN2C1CNCCC2)C(=O)N(C)C